tert-butyl (1-(4-((1-(4-(2-hydroxypropyl)phenyl)-2-oxo-1,2-dihydropyrimidin-4-yl)carbamoyl)piperazin-1-yl)-2-methyl-1-oxopropan-2-yl)carbamate OC(CC1=CC=C(C=C1)N1C(N=C(C=C1)NC(=O)N1CCN(CC1)C(C(C)(C)NC(OC(C)(C)C)=O)=O)=O)C